n-ethyl-8-oxo-1-({[(cis)-4-phenylcyclohexyl]oxy}methyl)-11-oxa-2,7-diazaspiro[5.6]dodecane-2-carboxamide C(C)NC(=O)N1C(C2(CCC1)NC(CCOC2)=O)CO[C@@H]2CC[C@@H](CC2)C2=CC=CC=C2